BrC=1C=C(C(=NC1)C=1N=C2N(C(C1C)=O)N(C(=C2)C(F)(F)F)C)S(=O)(=O)CC 5-(5-bromo-3-ethylsulfonyl-2-pyridyl)-1,6-dimethyl-2-(trifluoromethyl)pyrazolo[1,5-a]pyrimidin-7-one